O[C@@H]1[C@@H]2CC([C@H]3[C@@H]4CC[C@H]([C@@H](CCCC(C5=C(C=CC=C5)OC)O)C)[C@]4(CC[C@@H]3[C@]2(CC[C@@H]1O)C)C)C#N 4β-hydroxy-3β-hydroxy-24-[hydroxy(2-methoxyphenyl)methyl]-5α-cholane-7-carbonitrile